ClC1=C(C(=CC=C1Cl)OC)C1=CC=2N(C=C1)C=C(N2)CN2CC1N(C(C2)C1)C(=O)OC(C)(C)C tert-Butyl 3-((7-(2,3-dichloro-6-methoxyphenyl)imidazo[1,2-a]pyridin-2-yl)methyl)-3,6-diazabicyclo[3.1.1]heptane-6-carboxylate